C(C=C)(=O)OCCCCCCCCCCCC[SiH2]C(Br)Br acryloxydodecyldibromomethylsilane